CN1CCN(CC1)C1(N=CC(C=C1)(B1OC(C(O1)(C)C)(C)C)B1OC(C(O1)(C)C)(C)C)N1CC(CC(C1)C)C 2-(4-methylpiperazin-1-yl)-5-(4,4,5,5-tetramethyl-1,3,2-dioxaborolan-2-yl)2-(3,5-dimethylpiperidin-1-yl)-5-(4,4,5,5-tetramethyl-1,3,2-dioxaborolan-2-yl)pyridine